C(CCCCCCCCCCCCC)(=O)OP(=O)(OC(CCCCCCCCCCCCC)=O)[O-] dimyristoyl-phosphate